benzoic acid dihydrochloride Cl.Cl.C(C1=CC=CC=C1)(=O)O